C(C)(C)(C)OC(NCCC=CC1=NC=2NCCCC2C=C1)=O (4-(5,6,7,8-tetrahydro-1,8-naphthyridin-2-yl)but-3-en-1-yl)carbamic acid tert-butyl ester